tert-butyl (3-{[4-acetyl-5-(fluoromethoxy)pyridin-3-yl]oxy}propyl)carbamate C(C)(=O)C1=C(C=NC=C1OCF)OCCCNC(OC(C)(C)C)=O